C(CC(O)(C(=O)[O-])CC(=O)[O-])(=O)[O-].[K+].[K+].[K+] potassium monocitrate